tert-butyl (4-(hydroxymethyl)-4-(trifluoromethyl)cyclohexyl)carbamate OCC1(CCC(CC1)NC(OC(C)(C)C)=O)C(F)(F)F